S(C#N)C#N.[NH4+] Ammonium thiocyanide